triacetylmethoxyglycerol C(C)(=O)C(C(C(O)(OC)C(C)=O)(O)C(C)=O)O